Ethyl 2-(4'-(octyloxy)-[1,1'-biphenyl]-4-yl)-4-phenyl-1H-pyrrole-3-carboxylate C(CCCCCCC)OC1=CC=C(C=C1)C1=CC=C(C=C1)C=1NC=C(C1C(=O)OCC)C1=CC=CC=C1